C1(=CC(=C2C=CC3=C(C=C(C4=CC=C1C2=C34)C3=CC(=C(C(=O)O)C=C3)N)C3=CC(=C(C(=O)O)C=C3)N)C3=CC(=C(C(=O)O)C=C3)N)C3=CC(=C(C(=O)O)C=C3)N 4,4',4'',4'''-(pyrene-1,3,6,8-tetrayl)tetrakis(2-aminobenzoic acid)